1-(4-methylbenzyl)-5-cyano-1H-indole-3-carbaldehyde CC1=CC=C(CN2C=C(C3=CC(=CC=C23)C#N)C=O)C=C1